FC=1C=CC(=NC1)OC=1C=C(CN2CCN(CC2)C(=O)N2N=C(C=C2)C(=O)O)C=CC1 1-(4-(3-((5-fluoropyridin-2-yl)oxy)benzyl)piperazine-1-carbonyl)-1H-pyrazole-3-carboxylic acid